4-methylbicyclo[2.2.2]Oct-2-ene-1-carboxylic acid CC12C=CC(CC1)(CC2)C(=O)O